C/C=C(/C)\\C(=O)O[C@H]1[C@H]2[C@H]([C@@H](C(=O)[C@H](C[C@@H](C[C@]1(C)O)O)C)OC(=O)C(C)C)C(=C)C(=O)O2 The molecule is a germacranolide isolated from the aerial parts of Carpesium divaricatum. It exhibits cytotoxicity against the human tumor cells, A-549 (nonsmall cell lung), SK-OV-3 (ovary), SK-MEL-2 (skin), XF-498 (central nervous system) and HCT-15 (colon). It has a role as a metabolite and an antineoplastic agent. It is a cyclic ketone, a diol, a secondary alcohol, a tertiary alcohol, an enoate ester and a germacranolide.